C([O-])([O-])=O.[Na+].C(C)(C)(CC)O[SiH](NCC(C)C)OC(C)(C)CC.[Na+] Di-t-pentoxy(isobutylamino)silane Sodium carbonate